N=1N(N=C2C1C=CC=C2)C2=CC=C(C=C2)N(C2=CC=C(C=C2)C2=CC1=CC=CC=C1C=C2)C2=CC=C(C=C2)N2N=C1C(=N2)C=CC=C1 bis-{4-(benzotriazol-2-yl)phenyl}-{4-(naphthalen-2-yl)phenyl}amine